NC=1N=CC(=NC1OC(C)C1=C(C(=CC=C1Cl)F)Cl)C1=NC=C(C(=O)NCCN2CCOCC2)C=C1 6-{5-amino-6-[1-(2,6-dichloro-3-fluoro-phenyl)-ethoxy]-pyrazin-2-yl}-N-(2-morpholin-4-yl-ethyl)-nicotinamide